ClC=1C(=C(CNC(C2=C(N=C(C=C2)C)OC)=O)C=C(C1)C(F)(F)F)F N-(3-chloro-2-fluoro-5-(trifluoromethyl)benzyl)-2-methoxy-6-methylnicotinamide